[3,5-difluoro-4-[5-methoxy-3-(trifluoromethyl)pyrazol-1-yl]phenyl]methanamine FC=1C=C(C=C(C1N1N=C(C=C1OC)C(F)(F)F)F)CN